(S)-4-ethyl-4-hydroxy-7,8-dihydro-1H-pyrano[3,4-f]indolizin-3,6,10(4H)-trione C(C)[C@]1(C(OCC=2C(N3CCC(C3=CC21)=O)=O)=O)O